C(C)(C)(C)OC(=O)N1CC2(CCC2)C(CC1CO)O Tert-butyl-9-hydroxy-7-(hydroxymethyl)-6-azaspiro[3.5]nonane-6-carboxylate